C(C)(=O)N[C@@H](CCCCNC(=O)OCC1C2=CC=CC=C2C=2C=CC=CC12)C(=O)N[C@@H](C(C)C)C(=O)N[C@@H](CCCNC(N)=O)C(=O)NC1=CC=C(C=C1)COC(N(CCNC)C)=O N~2~-acetyl-N~6~-[(9H-fluoren-9-ylmethoxy)carbonyl]-L-lysyl-L-valyl-N~5~-carbamoyl-N-{4-[({methyl[2-(methylamino)ethyl]carbamoyl}oxy)methyl]phenyl}-L-ornithinamide